C(C)[C@@H]1[C@H](NC(C1)=O)COC1=NC=CC2=CC(=C(C=C12)OC)C(=O)N 1-{[(2s,3s)-3-ethyl-5-oxopyrrolidin-2-yl]methoxy}-7-methoxyisoquinoline-6-carboxamide